N,N'-(1,3-phenylene)bis(2-(4-(4-chlorophenyl)-1H-1,2,3-triazol-1-yl)acetamide) C1(=CC(=CC=C1)NC(CN1N=NC(=C1)C1=CC=C(C=C1)Cl)=O)NC(CN1N=NC(=C1)C1=CC=C(C=C1)Cl)=O